N2,N5-bis(2-ethylhexyl)furan-2,5-dicarboxamide C(C)C(CNC(=O)C=1OC(=CC1)C(=O)NCC(CCCC)CC)CCCC